C(C)OC(OCC)=O Diethyl-carbonat